C=1(C(=CC(=C(C1)C(=O)O)C(=O)O)C(=O)O)C(=O)O 1,2,4,5-Benzenetetracarboxylic acid